(1S,3S,4S)-2-((5-chloropyridin-3-yl)-D-alanyl)-N-((R)-1-cyano-2-((S)-2-oxopiperidin-3-yl)ethyl)-5,5-difluoro-2-azabicyclo[2.2.2]octane-3-carboxamide ClC=1C=C(C=NC1)N[C@H](C)C(=O)N1[C@@H]2CC([C@H]([C@H]1C(=O)N[C@H](C[C@H]1C(NCCC1)=O)C#N)CC2)(F)F